ClC1=C(C=C2CCN(CC2=C1)C(C(F)(F)F)=O)[N+](=O)[O-] 1-(7-chloro-6-nitro-1,2,3,4-tetrahydroisoquinolin-2-yl)-2,2,2-trifluoroethan-1-one